NC1(C(CN(CC1)C1=NC(=C2C(=N1)NN=C2Br)C#N)F)C2=CC=CC=C2 6-(4-amino-3-fluoro-4-phenylpiperidine-1-yl)-3-bromo-1H-pyrazolo[3,4-d]pyrimidine-4-carbonitrile